N'-(5,6-dibromo-pyridin-2-yl)-N,N-dimethyl-formamidine BrC=1C=CC(=NC1Br)N=CN(C)C